3-(6-(4-Methylpiperazin-1-yl)-[1,2,4]triazolo[4,3-b]pyridazin-3-yl)-N-(1-phenethylpiperidin-4-yl)propanamide CN1CCN(CC1)C=1C=CC=2N(N1)C(=NN2)CCC(=O)NC2CCN(CC2)CCC2=CC=CC=C2